4-(5-fluoro-4-methyloxazol-2-yl)-5-(trifluoromethyl)pyridin-2-amine FC1=C(N=C(O1)C1=CC(=NC=C1C(F)(F)F)N)C